2-(4-Chlorophenyl)-4-phenyl-5-methylimidazole ClC1=CC=C(C=C1)C=1NC(=C(N1)C1=CC=CC=C1)C